[O-2].[Mn+2] manganese monoxide